2-methoxyethyl-1H-1,2,4-triazole COCCN1N=CN=C1